1-Stearoyl-2-hydroxy-sn-glycero-3-phosphoethanolamine C(CCCCCCCCCCCCCCCCC)(=O)OC[C@@H](OO)COP(=O)(O)OCCN